FC1=NC=CC(=C1)C1(COCC1)O 3-(2-fluoropyridin-4-yl)oxolan-3-ol